S1(N=NC=C1)(=O)=O thiadiazole S,S-dioxide